2-AMINO-6-ISOPROPYL-4-OXO-4H-BENZOPYRAN-3-CARBOXALDEHYDE NC=1OC2=C(C(C1C=O)=O)C=C(C=C2)C(C)C